CC(C)NC1CC=2N(C3=C(C1)C=C(C=C3)C(F)(F)F)C(=NN2)[C@@H]2CC[C@H](CC2)OC2=NC=CC=C2 N-(Propan-2-yl)-1-[trans-4-(pyridin-2-yloxy)cyclohexyl]-8-(trifluoromethyl)-5,6-dihydro-4H-[1,2,4]triazolo[4,3-a][1]benzazepin-5-amin